CN(C(=O)C=1C=C(C=CC1)C1=COC=2C1=NC=C(C2)C2=CC=C(C=C2)N2CCN(CC2)C(=O)OC(C)(C)C)C tert-butyl 4-(4-(3-(3-(dimethylcarbamoyl)phenyl)furo[3,2-b]pyridin-6-yl)phenyl)piperazine-1-carboxylate